NC=1C2=C(N=C(N1)C)N(C=C2C2=CC=C(C=C2)NC([C@H](O)C2=CC(=CC=C2)F)=O)C (R)-N-(4-(4-amino-2,7-dimethyl-7H-pyrrolo[2,3-d]pyrimidin-5-yl)phenyl)-2-(3-fluorophenyl)-2-hydroxyacetamide